CC=1C=C(C=CC1)C(C)=O 1-(3-methylphenyl)Ethanone